1-[[4-(3-bromopropoxy)-2,3-difluoro-phenoxy]methyl]adamantane BrCCCOC1=C(C(=C(OCC23CC4CC(CC(C2)C4)C3)C=C1)F)F